4-methyl-hexahydrophthalic anhydride CC1CC2C(C(=O)OC2=O)CC1